3-(4-((5-(2-oxo-4-((R)-4-azaspiro[2.4]heptan-6-yl)pyridin-1(2H)-yl)pentyl)oxy)phenyl)piperidine-2,6-dione O=C1N(C=CC(=C1)[C@@H]1CNC2(CC2)C1)CCCCCOC1=CC=C(C=C1)C1C(NC(CC1)=O)=O